3-bromobenzothiophene lithium salt [Li].BrC1=CSC2=C1C=CC=C2